tert-butyl N-[(3R)-8-fluoro-5-[(6-isopropoxy-3-pyridyl)methyl]-1,1,4-trioxo-7-(5-oxo-4H-1,2,4-oxadiazol-3-yl)-2,3-dihydro-1λ6,5-benzothiazepin-3-yl]carbamate FC1=CC2=C(N(C([C@H](CS2(=O)=O)NC(OC(C)(C)C)=O)=O)CC=2C=NC(=CC2)OC(C)C)C=C1C1=NOC(N1)=O